Tert-Butyl 4-(6-bromopyridin-2-yl)-4-methylpiperidine-1-carboxylate BrC1=CC=CC(=N1)C1(CCN(CC1)C(=O)OC(C)(C)C)C